(6aR,9R)-7-benzyl-N,N-dimethyl-4,6,6a,7,8,9-hexahydroindolo[4,3-fg]quinoline-9-carboxamide C(C1=CC=CC=C1)N1C[C@@H](C=C2C3=C4C(C[C@@H]12)=CNC4=CC=C3)C(=O)N(C)C